2-((2-Methoxybenzyl)oxy)-1-naphthaldehyde COC1=C(COC2=C(C3=CC=CC=C3C=C2)C=O)C=CC=C1